6-(3,5-dimethylisoxazol-4-yl)-1-(4-fluorobenzyl)-1H-imidazo[4,5-b]pyridine 4-oxide CC1=NOC(=C1C=1C=C2C(=[N+](C1)[O-])N=CN2CC2=CC=C(C=C2)F)C